NC1=C(C(C2=C(NN=C2C)O1)(C(C)C)C=1C=C(C=C(C1)CO)C1=CC=CC=C1)C#N 6-amino-4-(5-(hydroxymethyl)-[1,1'-biphenyl]-3-yl)-4-isopropyl-3-methyl-1,4-dihydropyrano[2,3-c]pyrazole-5-carbonitrile